2-(1H-indol-6-yl)-3-(pyridin-4-yl)-4,5,6,7-tetrahydropyrazolo[1,5-a]pyrazine hydrochloride Cl.N1C=CC2=CC=C(C=C12)C1=NN2C(CNCC2)=C1C1=CC=NC=C1